C(CCCCCCC)NC(CCS(=O)(=O)O)C 3-Octylaminobutane-1-sulphonic acid